N-(1-(2-chlorophenyl)-2-methylpropan-2-yl)-1-methyl-1H-pyrrolo[2,3-b]pyridine-5-carboxamide ClC1=C(C=CC=C1)CC(C)(C)NC(=O)C=1C=C2C(=NC1)N(C=C2)C